ClC1=NC=C(C(=N1)C1=CC=C(C=C1)C(F)(F)F)C chloro-5-methyl-4-(4-(trifluoromethyl)phenyl)pyrimidine